7-methoxy-1-(4-methoxybenzyl)-4,4-dimethyl-6-(1-methyl-1H-pyrazol-4-yl)-1,2,3,4-tetrahydroquinoline COC1=C(C=C2C(CCN(C2=C1)CC1=CC=C(C=C1)OC)(C)C)C=1C=NN(C1)C